thiazol-5-yl carbamate C(N)(OC1=CN=CS1)=O